C(C1=CC=CC=C1)OCC1CS1 thioglycidyl benzyl ether